BrC1=C(C(C=O)=CC(=C1)Br)N 3,5-dibromo-anthranilaldehyde